BrC=1C=C(C=C2C3=C(N(C12)CC)C(=NC=C3)C)C 8-bromo-9-ethyl-1,6-dimethyl-9H-pyrido[3,4-b]indole